5-benzyl 2-tert-butyl 8-(2-hydroxyethyl)-7-oxo-2,5,8-triazaspiro[3.5]nonane-2,5-dicarboxylate OCCN1C(CN(C2(CN(C2)C(=O)OC(C)(C)C)C1)C(=O)OCC1=CC=CC=C1)=O